C=1([O-])C([O-])=CC=CC1.C=1([O-])C([O-])=CC=CC1.[PH4+].[PH4+].[PH4+].[PH4+] phosphonium di-catecholate